4-fluorophenyl 8-(4-cyclopentylpiperazin-1-yl)-5,5-dimethyl-1,3,4,5-tetrahydro-2H-benzo[c]azepine-2-carboxylate C1(CCCC1)N1CCN(CC1)C=1C=CC2=C(CN(CCC2(C)C)C(=O)OC2=CC=C(C=C2)F)C1